ClCCCCCCCCCCCCCCC 1-Chloropentadecane